C1(CC1)C(C#N)CC1=C(C=C(C=C1F)F)F 2-cyclopropyl-3-(2,4,6-trifluorophenyl)propanenitrile